C(C)(C)(C)OC(=O)N([C@H](C(=O)N[C@H](C(=O)N1[C@@H](CC[C@@H]1C=1OC(=CC1)C)C(=O)OCC1=CC=CC=C1)C1CCCCC1)C)C (2S,5R)-benzyl 1-((S)-2-((S)-2-(tert-butoxycarbonyl(methyl)amino)propanamido)-2-cyclohexylacetyl)-5-(5-methylfuran-2-yl)pyrrolidine-2-carboxylate